tert-butyl-(2R,5S)-5-methyl-2-[2-(1,2,2-trimethyl-4-piperidyl)indazol-5-yl]piperidine-1-carboxylate C(C)(C)(C)OC(=O)N1[C@H](CC[C@@H](C1)C)C1=CC2=CN(N=C2C=C1)C1CC(N(CC1)C)(C)C